OC=1C(OC(C1C1=CC=C(C=C1)S(=O)(=O)C)(C)C)=O 3-hydroxy-5,5-dimethyl-4-[4-(methylsulfonyl)phenyl]furan-2(5H)-one